ClC1=CC=C(C=C1)[C@@H]1CN(CCN1C(CNC(\C=C\C1=C(C=C(C=C1)C(F)(F)F)F)=O)=O)CCCC(=O)O 4-[(3R)-3-(4-chlorophenyl)-4-[2-[[(E)-3-[2-fluoro-4-(trifluoromethyl)phenyl]prop-2-enoyl]amino]acetyl]piperazin-1-yl]butanoic acid